O[C@H]1[C@@H](O[C@@H]([C@H]1O)CO)[N+]1=CC(=CC=C1)C(=O)OC1C(CCC(C1)C)C(C)C 1-((2R,3R,4S,5R)-3,4-dihydroxy-5-(hydroxymethyl)tetrahydrofuran-2-yl)-3-(((2-isopropyl-5-methylcyclohexyl)oxy)carbonyl)pyridin-1-ium